7-amino-6-bromo-N-((5-bromo-6-methyl-2-pyridinyl)methyl)-N-((1R)-1-(2-pyrimidinyl)ethyl)-1,8-naphthyridine-3-carboxamide NC1=C(C=C2C=C(C=NC2=N1)C(=O)N([C@H](C)C1=NC=CC=N1)CC1=NC(=C(C=C1)Br)C)Br